N-Hydroxy-3-(3-phenylsulphamoylphenyl)acrylamide ONC(C=CC1=CC(=CC=C1)S(NC1=CC=CC=C1)(=O)=O)=O